CSCCCC(NCCC(C)C)=C=O (s)-4-methylsulfanyl-1-carbonyl-1-(isopentylamino)butane